6-(7-bromo-6-chloro-8-fluoro-2-(4-methylpiperazin-1-yl)quinazolin-4-yl)-2,6-diazaspiro[3.4]octane-2-carboxylic acid tert-butyl ester C(C)(C)(C)OC(=O)N1CC2(C1)CN(CC2)C2=NC(=NC1=C(C(=C(C=C21)Cl)Br)F)N2CCN(CC2)C